phosphonic acid mono(2-ethylhexyl) ester C(C)C(COP(O)=O)CCCC